lanthanum tricyclopentadiene C1=CC=CC1.C1=CC=CC1.C1=CC=CC1.[La]